FC=1C(=C(C=CC1)NC=1C(=NN2C1C(NCC2)=O)C2=C(C=NC=C2)NC(=O)C2CC2)OC N-(4-[3-[(3-fluoro-2-methoxyphenyl)amino]-4-oxo-5H,6H,7H-pyrazolo[1,5-a]pyrazin-2-yl]pyridin-3-yl)cyclopropanecarboxamide